COC([C@H](CCCCC1=CC=C(C=C1)OCC)N1CCN(CCN(CCN(CC1)CC(OC(C)(C)C)=O)CC(OC(C)(C)C)=O)CC(=O)OC(C)(C)C)=O (2S)-6-(4-ethoxyphenyl)-2-[4,7,10-tris(2-t-butoxy-2-oxoethyl)-1,4,7,10-tetraazacyclododecane-1-yl]hexanoic acid methyl ester